ethyl 5,7-dichloro-1,4-dihydro-4-oxoquinoline-2-carboxylate ClC1=C2C(C=C(NC2=CC(=C1)Cl)C(=O)OCC)=O